N[C@H](C(=O)N[C@@H]1CN(CC[C@H]1C1=CC(=CC=C1)F)C(=O)C=1C=2N(C=CC1)C=NC2)C(C)C (S)-2-amino-N-((3S,4S)-4-(3-fluorophenyl)-1-(imidazo[1,5-a]pyridine-8-carbonyl)piperidin-3-yl)-3-methylbutanamide